(1R)-1-[2-methyl-3-(trifluoromethyl)phenyl]prop-2-yn-1-amine hydrochloride Cl.CC1=C(C=CC=C1C(F)(F)F)[C@@H](C#C)N